C(C)(C)(C)OC(=O)N1CCN(CC1)C1=NC=NC2=CC=C(C=C12)C=1C=NC(=C(C1)NS(NC1=C(C=C(C=C1)F)F)(=O)=O)OC 4-(6-(5-((N-(2,4-difluorophenyl)sulfamoyl)amino)-6-methoxypyridin-3-yl)quinazolin-4-yl)piperazine-1-carboxylic acid tert-butyl ester